Bromo(cyclopropyl)zinc Br[Zn]C1CC1